NCCCNC(=O)C1=C(C=C(C=C1)NC(=O)C=1N(C(=CN1)C1=C(C(=C(C=C1)OC(F)F)F)F)C)Cl N-[4-(3-Aminopropylcarbamoyl)-3-chlorophenyl]-5-[4-(difluoromethoxy)-2,3-difluorophenyl]-1-methylimidazol-2-carboxamid